C[C@@H]1CC2=NN3C(C(NCCC3)=O)=C2CN1C(=O)OC(C)(C)C (R)-tert-butyl 3-methyl-11-oxo-3,4,8,9,10,11-hexahydro-1H-pyrido[4',3':3,4]pyrazolo[1,5-a][1,4]diazepine-2(7H)-carboxylate